ClC=1C=C(C=CC1)N[C@H](CC(C)C)C(=O)N1[C@H]2CC([C@@H]([C@@H]1C(=O)N[C@H](/C=C(\C(=O)OCC)/F)C[C@H]1C(NCC1)=O)CC2)(F)F ethyl (S,E)-4-((1R,3R,4R)-2-((3-chlorophenyl)-D-leucyl)-5,5-difluoro-2-azabicyclo[2.2.2]octane-3-carboxamido)-2-fluoro-5-((S)-2-oxopyrrolidin-3-yl)pent-2-enoate